thioxanthone chloride [Cl-].C1=CC=CC=2SC3=CC=CC=C3C(C12)=O